(2S,4S)-(-)-AZETIDINE-2,4-DICARBOXYLIC ACID C1[C@H](N[C@@H]1C(=O)O)C(=O)O